Br[C@H]1C(O[C@@H]([C@H]([C@@H]1O)O)CO)O (3R,4S,5S,6R)-3-bromo-6-(hydroxymethyl)tetrahydro-2H-pyran-2,4,5-triol